C(C=C)(=O)O.C(C=C)(=O)O.C(C=C)(=O)O.CC(C=C)(C)C trimethylpropylene triacrylate